COC1=C(C=CC(=C1)OCCOC)NC1=CC=NC2=CC(=CC=C12)N1C[C@@H](N(CC1)C)CO (R)-(4-(4-((2-methoxy-4-(2-methoxyethoxy)phenyl)amino)quinolin-7-yl)-1-methylpiperazin-2-yl)methanol